(2R)-N-(3-((1-(2-(3-chlorophenyl)-6-(1H-pyrazol-4-yl)pyridin-4-yl)ethyl)carbamoyl)-4-methylphenyl)piperidine-2-carboxamide ClC=1C=C(C=CC1)C1=NC(=CC(=C1)C(C)NC(=O)C=1C=C(C=CC1C)NC(=O)[C@@H]1NCCCC1)C=1C=NNC1